4-methyl-2-oxo-1-oxaspiro[4.5]-dec-3-ene CC1=CC(OC12CCCCC2)=O